5,7-dimethoxy-2-(4-phenoxyphenyl)-4H-chromen-4-one COC1=C2C(C=C(OC2=CC(=C1)OC)C1=CC=C(C=C1)OC1=CC=CC=C1)=O